FC(CC[SiH2]C(Cl)Cl)(F)F (3,3,3-trifluoropropyl)dichloromethylsilane